C(C)(C)(C)OC([C@@H](CC1=CC=C(C=C1)C1CCNCC1)[C@@H]1CN(CC1)C(=O)OC(C)(C)C)=O (R)-tert-butyl 3-((S)-1-(tert-butoxy)-1-oxo-3-(4-(piperidin-4-yl)phenyl)propan-2-yl)pyrrolidine-1-carboxylate